2,4,6-tricumylphenol C(C)(C)(C1=CC=CC=C1)C1=C(C(=CC(=C1)C(C)(C)C1=CC=CC=C1)C(C)(C)C1=CC=CC=C1)O